C1C(CCCCCCCCCCCCCCCCCC)O1 1,2-epoxyicosane